C(=O)O.N[C@@H](C(=O)NCCNC(C1=C(C=C(C=C1)NC=1C=2N(C=CN1)C(=CN2)C2=C(C(=C(C=C2)OC)F)Cl)CC)=O)CCCNC(=N)N N-[2-[[(2R)-2-amino-5-guanidino-pentanoyl]amino]ethyl]-4-[[3-(2-chloro-3-fluoro-4-methoxy-phenyl)imidazo[1,2-a]pyrazin-8-yl]amino]-2-ethyl-benzamide formate